(R)-(+)-alpha-pinene [C@@H]12C(=CC[C@@H](C1(C)C)C2)C